CC1(OC(C(C(O1)=O)=C1C=C(CCC1)C1=CC=CC=C1)=O)C Dimethyl-5-(3-phenyl-2-cyclohexen-1-ylidene)-1,3-dioxane-4,6-dione